ONC(=O)C=1C=2CC3(C(N(CC3)CC3=NOC(=N3)C3CCOCC3)=O)CC2C=CC1 N-hydroxy-2'-oxo-1'-((5-(tetrahydro-2H-pyran-4-yl)-1,2,4-oxadiazol-3-yl)methyl)-1,3-dihydrospiro[indene-2,3'-pyrrolidine]-4-carboxamide